N-(6-fluoro-2-oxo-1,2-dihydropyridin-4-yl)-2-(1-isopropyl-4-oxo-7-(trifluoromethyl)-1,4-dihydro-cinnolin-3-yl)acetamide FC1=CC(=CC(N1)=O)NC(CC1=NN(C2=CC(=CC=C2C1=O)C(F)(F)F)C(C)C)=O